COC1=CC=C(C=C1)C1=CC(=NC=C1)CNC(C1=CC(=C(C=C1)C)S(=O)(=O)C)=O N-((4-(4-methoxyphenyl)pyridin-2-yl)methyl)-4-methyl-3-(methylsulfonyl)benzamide